3-bromo-2-chloroisonicotinic acid BrC1=C(C(=O)O)C=CN=C1Cl